CC1=CC(=C2C(=N1)NN=C2)C=2C(=NN(C2)C)C=2C=NC=C(C2)C 6-Methyl-4-[1-methyl-3-(5-methyl-3-pyridyl)pyrazol-4-yl]-1H-pyrazolo[3,4-b]pyridine